ClC(C(F)(F)F)(F)F chloropenta-fluoroethane